indazole-5-carboxaldehyde N1N=CC2=CC(=CC=C12)C=O